Octyl Hydroxystearate CCCCCCC(CCCCCCCCCCC(=O)OCC(CC)CCCC)O